1,4-dicyanato-2,4-dimethylbenzene O(C#N)C1=C(CC(C=C1)(C)OC#N)C